2,5-diphenyl-carbazole C1(=CC=CC=C1)C1=CC=2NC3=CC=CC(=C3C2C=C1)C1=CC=CC=C1